2-(4-((1-methyl-9-(1,2,3,6-tetrahydropyridin-4-yl)-6,7-dihydro-5H-benzo[c][1,2,3]triazolo[1,5-a]azepin-7-yl)amino)phenoxy)ethan-1-ol 2,2,2-trifluoroacetate FC(C(=O)O)(F)F.CC=1N=NN2C1C1=C(C(CC2)NC2=CC=C(OCCO)C=C2)C=C(C=C1)C=1CCNCC1